FC(CC12C(=O)N(C(C(C1C)=C(C=C2C(F)(F)F)F)=O)C2=NN=NN2C)F 1-(2,2-difluoroethyl)-4-fluoro-2-methyl-N3-(1-methyl-1H-tetrazol-5-yl)-6-(trifluoromethyl)isophthalimide